C(C1=CC=CC=C1)OC=1C=C2C=CC(=CC2=CC1)C1=NOC(=N1)[C@H]1N(CCC1)C(=O)OC(C)(C)C Tert-butyl (S)-2-(3-(6-(benzyloxy)naphthalen-2-yl)-1,2,4-oxadiazol-5-yl)pyrrolidine-1-carboxylate